C(C)(C)(C)OC(=O)N1CC2=C(C=C(C=C2CC1)Cl)Br 6-chloro-8-bromo-3,4-dihydroisoquinoline-2(1H)-carboxylic acid tert-butyl ester